(R)-1-(3-chlorophenyl)-2-((R)-3-((4-(methylsulfonyl)phenoxy)methyl)piperidin-1-yl)ethanol ClC=1C=C(C=CC1)[C@H](CN1C[C@@H](CCC1)COC1=CC=C(C=C1)S(=O)(=O)C)O